2,7,8-trichloro-4-(1H-pyrazol-4-yl)quinoline ClC1=NC2=C(C(=CC=C2C(=C1)C=1C=NNC1)Cl)Cl